C(#N)[C@@]1(N(CCC1)C(=O)C1=CC(=C2N1CCC1=CC(=C(C=C21)C(=O)N[C@]2(COCC2)C#N)OC)C=2SC=CC2)C 3-[(2R)-2-cyano-2-methyl-pyrrolidine-1-carbonyl]-N-[(3S)-3-cyanotetrahydrofuran-3-yl]-8-methoxy-1-(2-thienyl)-5,6-dihydropyrrolo[2,1-a]isoquinoline-9-carboxamide